[N+](=O)([O-])C1=CC=C(OCCO)C=C1 2-(4-nitrophenoxy)ethan-1-ol